C(C(C)C(C(=O)[O-])CCCCCCCCCC(CCCCCC)O)C(C(=O)[O-])CCCCCCCCCC(CCCCCC)O Propane-1,2-diyl-bis(12-hydroxyoctadecanoate)